C(C)(C)(C)OC(NC1CCN(CC1)C1=NC=CC(=C1)C=1C(=C(C=C(C1)F)C1=CC(=C(C=C1)N1C(N(C=C1)C)=O)Cl)OC)=O (1-(4-(3'-chloro-5-fluoro-2-methoxy-4'-(3-methyl-2-oxo-2,3-dihydro-1H-imidazol-1-yl)-[1,1'-biphenyl]-3-yl)pyridin-2-yl)piperidin-4-yl)carbamic acid tert-butyl ester